C1(=CC=CC=C1)C1OCC(O1)CO (2-phenyl-1,3-dioxolan-4-yl)methanol